(3aR,5s,6aS)-N-(6-(5-fluoro-2-methylphenyl)-4-(methylsulfonyl)pyridazin-3-yl)-2-((tetrahydro-2H-pyran-4-yl)methyl)octahydrocyclopenta[c]pyrrol-5-amine FC=1C=CC(=C(C1)C1=CC(=C(N=N1)NC1C[C@@H]2[C@@H](CN(C2)CC2CCOCC2)C1)S(=O)(=O)C)C